N-[2-chloro-5-(3-cyano-4-hydroxy-6-quinolyl)-3-pyridyl]methanesulfonamide ClC1=NC=C(C=C1NS(=O)(=O)C)C=1C=C2C(=C(C=NC2=CC1)C#N)O